CN1N=CC2=CC(=CC=C12)CN(CCC1=CC=C(C=C1)NC(=O)C1=C(C=C(C(=O)OCC=2C=NC=CC2)C=C1)NC(=O)C=1OC2=CC=CC=C2C(C1)=O)CC=1C=C2C=NN(C2=CC1)C Pyridin-3-ylmethyl 4-((4-(2-(bis((1-methyl-1H-indazol-5-yl)methyl)amino)ethyl)phenyl)carbamoyl)-3-(4-oxo-4H-chromene-2-carboxamido)benzoate